C(C)(C)N1C(N(C2=C1C=C(C=C2)C(=O)NC2(CS(C2)(=O)=O)C)C2=CC=CC1=C2N=C(O1)C)=O 3-isopropyl-N-(3-methyl-1,1-dioxidothietan-3-yl)-1-(2-methylbenzo[d]oxazol-4-yl)-2-oxo-2,3-dihydro-1H-benzo[d]imidazole-5-carboxamide